C(C)(=O)N1[C@H](COC2=C(C1)C(=CC(=C2)C(=O)O)F)C (3S)-4-acetyl-6-fluoro-3-methyl-3,5-dihydro-2H-1,4-benzoxazepine-8-carboxylic acid